CC=1C(=CC=2C(CCC(C2C1)C)(C)C)N 3,5,8,8-tetramethyl-5,6,7,8-tetrahydronaphthalen-2-amine